C12N(CC(CC1)C2)C(CN2C(C1=CC(=CC=C1C2)C2=NC(=NC=C2Cl)NC2CCOCC2)=O)=O 2-(2-{2-azabicyclo[2.2.1]heptan-2-yl}-2-oxoethyl)-6-{5-chloro-2-[(oxan-4-yl)amino]pyrimidin-4-yl}-2,3-dihydro-1H-isoindol-1-one